The molecule is an organic cation that is the conjugate acid of laudanine, obtained by protonation of the tertiary amino group. It is an ammonium ion derivative and an organic cation. It is a conjugate acid of a laudanine. C[NH+]1CCC2=CC(=C(C=C2C1CC3=CC(=C(C=C3)OC)O)OC)OC